sodium 2-formylbenzene-1-sulfonate C(=O)C1=C(C=CC=C1)S(=O)(=O)[O-].[Na+]